OCC(C)(C)NC(=O)C=1C=NC2=C(C=C(C=C2C1)OC)N1CCC(CC1)C(F)(F)F N-(1-hydroxy-2-methylpropan-2-yl)-6-methoxy-8-(4-(trifluoromethyl)piperidin-1-yl)quinoline-3-carboxamide